N-(3,4-difluorophenyl)methyl-5-{(2S)-11-[2-(p-fluorophenyl)ethyl]-10-(5-methyl-1,3-oxazol-2-yl)-7-oxo-6,12-diazatricyclo[6.4.0.02,6]dodeca-1(8),9,11-trien-9-yl}-2-thenamide FC=1C=C(C=CC1F)CNC(C1=CC=C(S1)C=1C=2C(N3CCC[C@H]3C2N=C(C1C=1OC(=CN1)C)CCC1=CC=C(C=C1)F)=O)=O